ClC1=C2C=C(NC2=CC(=C1)F)C(=O)N[C@H](C(=O)N[C@H](C(=O)OC)C[C@H]1C(NCCC1)=O)CC1CC1 methyl (2S)-2-[[(2S)-2-[(4-chloro-6-fluoro-1H-indole-2-carbonyl)amino]-3-cyclopropyl-propanoyl]amino]-3-[(3S)-2-oxo-3-piperidyl]propanoate